C1SCC2=C1C=CC=C2 1,3-dihydro-2-benzothiophene